1-(propionyl)-piperazine C(CC)(=O)N1CCNCC1